1H-indole-2,3-dione N1C(C(C2=CC=CC=C12)=O)=O